O=C1NC(CCC1C=1C(=NC2=CC=C(C=C2C1)NCC(=O)OC(C)(C)C)C)=O tert-butyl (3-(2,6-dioxopiperidin-3-yl)-2-methylquinolin-6-yl)glycinate